FC(C(=O)O)(F)F.FC(C=1OC(=NN1)C=1C=NC(=C(C1)F)CN1N=NC(=C1)C1=CC=C(C=C1)C1CCNCC1)F 2-(difluoromethyl)-5-(5-fluoro-6-((4-(4-(piperidin-4-yl)phenyl)-1H-1,2,3-triazol-1-yl)methyl)pyridin-3-yl)-1,3,4-oxadiazole 2,2,2-trifluoroacetate